3-[(3R)-1-(2-hydroxyethyl)piperidin-3-yl]azetidin-1-yl-1-methyl-1,8-naphthyridin-4-one OCCN1C[C@H](CCC1)C1CN(C1)C=1N(C2=NC=CC=C2C(C1)=O)C